C(C1=CC=CC=C1)N1C[C@H]([C@@H](C1)O)O (3R,4R)-1-benzylpyrrolidine-3,4-diol